6-methyl-2-(3-vinylpiperidinyl)pyrimidin-4-amine CC1=CC(=NC(=N1)N1CC(CCC1)C=C)N